N(=[N+]=[N-])CCN=[N+]=[N-] 1,2-diazidoethane